ClC=1C(=C(C=CC1F)NC1=NC=NC2=CC=C(C(=C12)C1=CC(=CC=C1)Cl)NC(\C=C\CN(C)C)=O)F (E)-N-(4-((3-chloro-2,4-difluorophenyl)amino)-5-(3-chlorophenyl)quinazolin-6-yl)-4-(dimethylamino)but-2-enamide